N[C@H]1[C@@H](N(CCC1)C1=CC=CC=C1)C1=C(C2=NC(=CC(=C2S1)NCC=1SC=CC1)Cl)Br 2-((2r,3r)-3-amino-1-phenylpiperidin-2-yl)-3-bromo-5-chloro-N-(thiophen-2-ylmethyl)thieno[3,2-b]pyridin-7-amine